hept-6-yn-1-yl-oxyacetamido-3,3-dimethylbutane C(CCCCC#C)OCC(=O)NCCC(C)(C)C